(2S,3R)-1-{5-chloro-4-[1-(1-methyl-3-azetidinyl)-4-pyrazolyl]-6-(trifluoromethyl)-2-pyrimidinyl}-2-methyl-3-azetidinol ClC=1C(=NC(=NC1C(F)(F)F)N1[C@H]([C@@H](C1)O)C)C=1C=NN(C1)C1CN(C1)C